C(CCCCCCCC)OC(CCC(=O)OCCC1CN(CC(C1)CCOC(CCC(OCCCCCCCCC)OCCCCCCCCC)=O)CCCCOCC1=CC=CC=C1)OCCCCCCCCC (1-(4-(benzyloxy)butyl)piperidine-3,5-diyl)bis(ethane-2,1-diyl) bis(4,4-bis(nonyl oxy)butanoate)